4-((4-(1-(2,6-Dioxopiperidin-3-yl)-3-methyl-2-oxo-2,3-dihydro-1H-benzo[d]imidazol-4-yl)piperidin-1-yl)methyl)-4-fluoro-[1,4'-bipiperidin]-1'-carboxylic acid tert-butyl ester C(C)(C)(C)OC(=O)N1CCC(CC1)N1CCC(CC1)(F)CN1CCC(CC1)C1=CC=CC=2N(C(N(C21)C)=O)C2C(NC(CC2)=O)=O